F[C@@H]1CN(CC1)C1=CC=CC(=N1)S(=O)(=O)NC(=O)C=1C(=NC=CC1)N1C(CC(C1)C)(C)C N-[[6-[(3S)-3-Fluoropyrrolidin-1-yl]-2-pyridyl]sulfonyl]-2-(2,2,4-trimethylpyrrolidin-1-yl)pyridin-3-carboxamid